(R)-(3-Aminopiperidin-1-yl)(2-(1-(cyclopropylmethyl)-5-fluoro-1H-indol-2-yl)-5,6-dihydro-4H-imidazo[1,5,4-de]quinoxalin-8-yl)methanone N[C@H]1CN(CCC1)C(=O)C=1C=C2C=3N(CCNC3C1)C(=N2)C=2N(C1=CC=C(C=C1C2)F)CC2CC2